C1=CC2=CC=C3C=CC4=CC=C5C=CC6=C7C(=C1C1=C6C5=C4C3=C21)C=CC=C7 Benzocoronene